((2S,4S,5R)-5-amino-4-hydroxytetrahydro-2H-pyran-2-yl)((S)-1-(4-fluorophenyl)-3,4-dihydroisoquinolin-2(1H)-yl)methanone N[C@H]1[C@H](C[C@H](OC1)C(=O)N1[C@H](C2=CC=CC=C2CC1)C1=CC=C(C=C1)F)O